C(C1=CC=CC=C1)OC=1C(=CC(=C(C1)CCC(O)C1=C(C=C(C(=C1)OC)OC)O)C)OC 3-(5'-benzyloxy-4'-methoxy-2'-methylphenyl)-1-(2-hydroxy-4,5-dimethoxyphenyl)-1-propanol